F[C@@H]1[C@@H]2CCC[C@H](C[C@H]1N(C=1N=NC(=CN1)C=1C(=CC(=NC1)N1C=NC=C1)O)C)N2 5-(3-(((1S,2R,3R,5R)-2-fluoro-9-azabicyclo[3.3.1]nonan-3-yl)(methyl)amino)-1,2,4-triazin-6-yl)-2-(1H-imidazol-1-yl)pyridin-4-ol